N-[3-[(5-hydroxy-1-oxo-amyl)amino]propyl]-carbamic acid tert-butyl ester C(C)(C)(C)OC(NCCCNC(CCCCO)=O)=O